C(C)(C)(C)OC(=O)N1C[C@@H](N(CC1)C1=C2C(=NC=N1)NN=C2C2CC2)C (S)-4-(3-cyclopropyl-1H-pyrazolo[3,4-d]pyrimidin-4-yl)-3-methylpiperazine-1-carboxylic acid tert-butyl ester